4-methylsulfonyl-piperazin CS(=O)(=O)N1CCNCC1